N-(azetidin-3-yl)-4-cyclopropyl-1H-imidazole-2-carboxamide N1CC(C1)NC(=O)C=1NC=C(N1)C1CC1